9H-fluoren-9-ylmethyl N-[(1S)-1-benzyl-2-(dimethylamino)-2-oxo-ethyl]carbamate C(C1=CC=CC=C1)[C@@H](C(=O)N(C)C)NC(OCC1C2=CC=CC=C2C=2C=CC=CC12)=O